tert-butyl ((1S,3S)-1-(2-chlorophenyl)-3-hydroxy-2-oxocyclohexyl)carbamate ClC1=C(C=CC=C1)[C@@]1(C([C@H](CCC1)O)=O)NC(OC(C)(C)C)=O